C(C)(C)(C)N1C=C(C=2C1=NC(=CC2)C(=O)N2C(C(N(CC2)CC(=O)NC)=O)(C)C)C2=CC(=C(C=C2)Cl)F 2-(4-(1-(tert-butyl)-3-(4-chloro-3-fluorophenyl)-1H-pyrrolo[2,3-b]pyridine-6-carbonyl)-3,3-dimethyl-2-oxopiperazin-1-yl)-N-methylacetamide